2-(2-Chloro-5-(2-hydroxypropan-2-yl)-8-oxothieno[2',3':4,5]pyrrolo[1,2-d][1,2,4]triazin-7(8H)-yl)-N-(2-oxaspiro[3.3]heptan-6-yl)acetamide ClC1=CC2=C(C=C3N2C(=NN(C3=O)CC(=O)NC3CC2(COC2)C3)C(C)(C)O)S1